BrC=1C(=NC=CC1C1OCCO1)Cl 2-(3-bromo-2-chloro-4-pyridyl)-1,3-dioxolane